CC1=C(C=CC=C1)[C@H]1COCCCN1C1CC2(C1)CCN(CC2)C2=CC=C(C(=O)NS(=O)(=O)C1=CC(=C(C=C1)NCC1CCOCC1)[N+](=O)[O-])C=C2 4-{2-[(3S)-3-(2-methylphenyl)-1,4-oxazepan-4-yl]-7-azaspiro[3.5]nonan-7-yl}-N-{3-nitro-4-[(oxan-4-ylmethyl)amino]benzenesulfonyl}benzamide